CC1C(CCCC1N)(N)C dimethyl-1,3-cyclohexanediamine